[Pt+4].C(CC(=O)C)(=O)OC(C)(C)C trimethylmethyl acetoacetate platinum (IV)